N1C(=CC2=CC=CC=C12)CNC(=O)C=1N=C(SC1)NS(=O)(=O)C N-((1H-indol-2-yl)methyl)-2-(methylsulfonylamino)thiazole-4-carboxamide